NC1=NC=2C=CC(=CC2C2=C1C=NN2C)C(=O)N(N(C)C(=O)C2CC2)CC2=C(C=C(C=C2)OC(F)F)F 4-amino-N'-(cyclopropanecarbonyl)-N-(4-(difluoromethoxy)-2-fluorobenzyl)-N',1-dimethyl-1H-pyrazolo[4,3-c]quinoline-8-carbohydrazide